potassium hydrogen monosulfate S(=O)(=O)(O)[O-].[K+]